allyl (S)-8-(hydroxymethyl)-2,6-diazaspiro[3.4]octane-6-carboxylate OC[C@@H]1CN(CC12CNC2)C(=O)OCC=C